C17-Sphingosine CCCCCCCCCCCC/C=C/[C@H]([C@H](CO)N)O